3-(4-bromobenzyl)azetidin-3-ol BrC1=CC=C(CC2(CNC2)O)C=C1